(P)-1-(5-Chloro-2-methoxy-4-((trifluoromethoxy)methyl)phenyl)-N-(isoxazol-3-yl)-2-oxo-1,2-dihydrochinolin-6-sulfonamid ClC=1C(=CC(=C(C1)N1C(C=CC2=CC(=CC=C12)S(=O)(=O)NC1=NOC=C1)=O)OC)COC(F)(F)F